(+/-)-N-(1-(2-fluoro-3-(trifluoromethyl)phenyl)ethyl-1,2,2,2-d4)-1-(5-(1-methyl-1H-1,2,3-triazol-5-yl)pyridin-3-yl)-6-oxo-1,6-dihydropyridazine-3-carboxamide FC1=C(C=CC=C1C(F)(F)F)[C@](C([2H])([2H])[2H])([2H])NC(=O)C1=NN(C(C=C1)=O)C=1C=NC=C(C1)C1=CN=NN1C |r|